4-{[4-(5-Fluoropyrimidin-2-yl)-3-methoxypyridin-2-yl]amino}-N-(2H3)methyl-6-[(4-methylpyridin-2-yl)amino]pyridazin-3-carboxamid FC=1C=NC(=NC1)C1=C(C(=NC=C1)NC1=C(N=NC(=C1)NC1=NC=CC(=C1)C)C(=O)NC([2H])([2H])[2H])OC